5-chloro-2-(7,8-difluorochroman-4-yl)-N-(2-oxo-1,2-dihydropyridin-4-yl)-4-(trifluoromethyl)benzamide silver [Ag].ClC=1C(=CC(=C(C(=O)NC2=CC(NC=C2)=O)C1)C1CCOC2=C(C(=CC=C12)F)F)C(F)(F)F